tert-butyl (5-(2-(2-(3-(1-acetylpiperidin-4-yl)phenyl)-5-methylpiperidin-1-yl)-2-oxoacetamido)-3-methylpyridin-2-yl)carbamate C(C)(=O)N1CCC(CC1)C=1C=C(C=CC1)C1N(CC(CC1)C)C(C(=O)NC=1C=C(C(=NC1)NC(OC(C)(C)C)=O)C)=O